4-chloro-5-methylphthalic acid monosodium salt [Na+].ClC=1C=C(C(C(=O)[O-])=CC1C)C(=O)O